Methyl (S)-2-(1-(4-((4-(3-((2-(1-hydroxyethyl)-1H-imidazol-1-yl)methyl) isoxazol-5-yl)phenyl)ethynyl)benzyl)azetidin-3-yl)acetate O[C@@H](C)C=1N(C=CN1)CC1=NOC(=C1)C1=CC=C(C=C1)C#CC1=CC=C(CN2CC(C2)CC(=O)OC)C=C1